((2R,6S,7aS)-2,6-Difluorotetrahydro-1H-pyrrolizin-7a(5H)-yl)methanol F[C@@H]1CC2(C[C@@H](CN2C1)F)CO